5-methyl-uracil-1-acetic acid CC=1C(NC(N(C1)CC(=O)O)=O)=O